8-chloro-3-methyl-2-(4-(trifluoromethyl)phenyl)-2,7-naphthyridin-1(2H)-one ClC=1N=CC=C2C=C(N(C(C12)=O)C1=CC=C(C=C1)C(F)(F)F)C